O=C1NC(CCC1NC=1C=C(C(=NC1)C1CCN(CC1)CC(=O)O)F)=O 2-[4-[5-[(2,6-dioxo-3-piperidyl)amino]-3-fluoro-2-pyridyl]-1-piperidyl]acetic acid